3-fluoro-4-(7-methyl-2-(2-methyl-6-(1-methyl-1H-pyrazol-4-yl)morpholino)-8-oxo-6-(trifluoromethyl)-7,8-dihydropyrimido[5,4-d]pyrimidin-4-yl)benzonitrile FC=1C=C(C#N)C=CC1C=1C2=C(N=C(N1)N1CC(OC(C1)C=1C=NN(C1)C)C)C(N(C(=N2)C(F)(F)F)C)=O